2-Hydroxy-4-((2R)-1-((perfluorophenyl)sulfonyl)-N-(4-(tetrahydrofuran-3-yl)benzyl)azetidine-2-carboxamido)benzoic acid OC1=C(C(=O)O)C=CC(=C1)N(C(=O)[C@@H]1N(CC1)S(=O)(=O)C1=C(C(=C(C(=C1F)F)F)F)F)CC1=CC=C(C=C1)C1COCC1